(S)-3-(1-(4-(4-(3-(cyclopropylmethoxy)azetidin-1-carbonyl)-5-fluoropyrimidin-2-yl)piperazine-1-carbonyl)-4,5-dihydro-1H-pyrazol-5-yl)-5-fluorobenzonitrile C1(CC1)COC1CN(C1)C(=O)C1=NC(=NC=C1F)N1CCN(CC1)C(=O)N1N=CC[C@H]1C=1C=C(C#N)C=C(C1)F